N-(2-(2-methylbenzyloxy)ethyl)-phosphoramide CC1=C(COCCNP(=O)(N)N)C=CC=C1